N-(5-(N,N-dimethylsulfamoyl)naphthalen-1-yl)acetamide tert-Butyl-(2S)-4-((2-((tert-butyldimethylsilyl)oxy)ethyl)amino)-2-phenylpiperidine-1-carboxylate C(C)(C)(C)OC(=O)N1[C@@H](CC(CC1)NCCO[Si](C)(C)C(C)(C)C)C1=CC=CC=C1.CN(S(=O)(=O)C1=C2C=CC=C(C2=CC=C1)NC(C)=O)C